C(C)C1CNCN1N1C=NC=2C1=C1C(=NC2)N(C=C1)S(=O)(=O)C1=CC=C(C)C=C1 (5-ethyl-imidazolidin-1-yl)-6-p-toluenesulfonyl-1,6-dihydroImidazo[4,5-d]Pyrrolo[2,3-b]Pyridine